ClC=1C=C(C=NNC(N)=N)C=C(C1Cl)Cl 2-(3,4,5-trichlorobenzylidene)hydrazine-carboximidamide